(S)-2-(4-isopropyl-7-oxo-1-phenyl-1,7-dihydro-6H-pyrazolo[3,4-d]pyridazin-6-yl)-N-(1-(p-tolyl)ethyl)acetamide C(C)(C)C=1C2=C(C(N(N1)CC(=O)N[C@@H](C)C1=CC=C(C=C1)C)=O)N(N=C2)C2=CC=CC=C2